2-methyl-5-(1-methylethyl)-1,3-cyclohexadiene CC1=CCC(C=C1)C(C)C